O[C@@H]1C[C@H](NC1)C(=O)N[C@@H](C)C1=CC=C(C=C1)C=1N(C=CN1)C (2S,4R)-4-hydroxy-N-[(1S)-1-[4-(1-methylimidazol-2-yl)phenyl]ethyl]pyrrolidine-2-carboxamide